1,3,5-tris[10-(1-adamantyl)-7,9-dioxo-6,10-diazaundecyl]benzene C12(CC3CC(CC(C1)C3)C2)N(C(CC(NCCCCCC2=CC(=CC(=C2)CCCCCNC(CC(N(C)C23CC1CC(CC(C2)C1)C3)=O)=O)CCCCCNC(CC(N(C)C31CC2CC(CC(C3)C2)C1)=O)=O)=O)=O)C